(S)-7-((6-((dimethyl-amino)methyl)-5-(tetrahydrofuran-3-yl)pyridin-2-yl)amino)-4-(1-methyl-1H-pyrrolo[2,3-b]pyridin-4-yl)isoindolin-1-one CN(C)CC1=C(C=CC(=N1)NC=1C=CC(=C2CNC(C12)=O)C1=C2C(=NC=C1)N(C=C2)C)[C@H]2COCC2